C(C=C)N1C[C@@H](CCC1)C(=O)N[C@@H](CC1=CC=CC=C1)[C@@H](CN(S(=O)(=O)C1=CC=C(C=C1)[N+](=O)[O-])CC(C)C)O (R)-1-allyl-N-((2S,3R)-3-hydroxy-4-(N-isobutyl-4-nitrobenzenesulfonamido)-1-phenylbutan-2-yl)piperidine-3-formamide